N(C(=N)N)[C@@H](CC(=O)O)C (3R)-3-carbamimidamidobutanoic acid